8-(3-(4-methoxyphenoxy)propoxy)-1,3,7-trimethyl-3,7-dihydro-1H-purine-2,6-dione COC1=CC=C(OCCCOC2=NC=3N(C(N(C(C3N2C)=O)C)=O)C)C=C1